ClC=1C2=CN(N=C2C(=C(C1)C1=CC=C(C=C1)N1CC(OCC1)CO)Cl)C(C(=O)NC=1SC=CN1)C1=C2N(C=N1)C[C@@H](C2)F rac-2-(4,7-Dichloro-6-(4-(2-(hydroxymethyl)morpholino)phenyl)-2H-indazol-2-yl)-2-((R)-6-fluoro-6,7-dihydro-5H-pyrrolo[1,2-c]imidazol-1-yl)-N-(thiazol-2-yl)acetamide